FC1=CC=CC=2C3CC[C@@]4(/C(/C[C@H](C4C3CCC12)CCC(=O)NC1=NC=C(C=C1)OC)=N/O)C 3-((13S,15R,E)-4-Fluoro-17-(hydroxyimino)-13-methyl-7,8,9,11,12,13,14,15,16,17-decahydro-6H-cyclopenta[a]phenanthren-15-yl)-N-(5-methoxypyridin-2-yl)propanamid